N6-Benzoyl-5'-O-(4,4'-Dimethoxytrityl)-2'-O-(3,4-Diacetoxybutoxymethyl)Adenosine C(C1=CC=CC=C1)(=O)NC=1C=2N=CN([C@H]3[C@H](OCOCCC(COC(C)=O)OC(C)=O)[C@H](O)[C@@H](COC(C4=CC=C(C=C4)OC)(C4=CC=C(C=C4)OC)C4=CC=CC=C4)O3)C2N=CN1